S1CC=C2C1=CC=CC=N2 THIENOAZEPINE